IC(C(=O)O)(C)C α-iodoisobutyric acid